(1S,3aR,4S,7R,7aS)-2-((S)-2-(2,2,2-trifluoroacetamido)-2-(1-vinylcyclobutyl)acetyl)-2,3,3a,4,7,7a-hexahydro-1H-4,7-methanoisoindole-1-carboxylic acid FC(C(=O)N[C@H](C(=O)N1[C@@H]([C@H]2[C@H]3C=C[C@@H]([C@H]2C1)C3)C(=O)O)C3(CCC3)C=C)(F)F